C(C)(C)N1C(=NC(=C1)C(F)(F)F)C1=C(C=C(C=C1)CN)OC 1-{4-[1-isopropyl-4-(trifluoromethyl)imidazol-2-yl]-3-methoxyphenyl}methylamine